FC(C1=NC=2C(=C3C(=NC2)NC=C3)N1C=1C=NN(C1)CC#N)(F)F 2-(4-(2-(Trifluoromethyl)imidazo[4,5-d]pyrrolo[2,3-b]pyridin-1(6H)-yl)-1H-pyrazol-1-yl)acetonitrile